3-[2-(2-aminopyrimidin-5-yl)ethynyl]-4-(difluoromethoxy)-N-[(2s)-1-hydroxy-3-(4-methoxyphenyl)propan-2-yl]benzamide NC1=NC=C(C=N1)C#CC=1C=C(C(=O)N[C@H](CO)CC2=CC=C(C=C2)OC)C=CC1OC(F)F